C1(CC1)COC1=C(C=CC=C1)CNC(=O)C=1C(=NC=C(C1)C=1C=CC=2N(N1)C=C(N2)NC(C)=O)OC N-{[2-(cyclopropylmethoxy)phenyl]methyl}-5-{2-acetamidoimidazo[1,2-b]pyridazin-6-yl}-2-methoxypyridine-3-carboxamide